ClC=1C(NC=CC1)OC[C@@H]1N(CC(C1)(F)F)C(=O)OC(C)(C)C tert-butyl (2R)-2-(((3-chloro-1,2-dihydropyridin-2-yl)oxy)methyl)-4,4-difluoropyrrolidine-1-carboxylat